C(C)(C)NC(=O)NC=1N=NC2=C(C=C(C=C2C1)C=1C=NN(C1)C)NC(OC(C)(C)C)=O tert-Butyl N-[3-(isopropylcarbamoylamino)-6-(1-methylpyrazol-4-yl)cinnolin-8-yl]carbamate